C(C)C1CNC2=NC=CC=3C=C(N1C32)C3=NC2=C(N3C)C(=CC(=C2)C(=O)OC)F methyl 2-(11-ethyl-1,7,9-triazatricyclo[6.3.1.04,12]dodeca-2,4(12),5,7-tetraen-2-yl)-7-fluoro-1-methyl-benzimidazole-5-carboxylate